BrC1=C(C=O)C(=CC=C1F)F bromo-3,6-difluorobenzaldehyde